((benzyloxy)carbonyl)-L-alanine 2,5-dioxopyrrolidin-1-yl ester O=C1N(C(CC1)=O)OC([C@@H](NC(=O)OCC1=CC=CC=C1)C)=O